1H-indazole-5-carboxylic acid tertButyl ester C(C)(C)(C)OC(=O)C=1C=C2C=NNC2=CC1